C(C)(C)N1C(=NC=2C1=NC(=CC2)C2=CNC=1N=C(N=CC12)NCC1(CC1)C)C 5-(3-isopropyl-2-methyl-3H-imidazo[4,5-b]pyridin-5-yl)-N-((1-methylcyclopropyl)methyl)-7H-pyrrolo[2,3-d]pyrimidin-2-amine